1-methylpyrrolidin-3-yl 2-(5-(1-(3,5-difluorophenyl)ethoxy)-1H-indazol-3-yl)-4,6-dihydropyrrolo[3,4-d]imidazole-5(1H)-carboxylate FC=1C=C(C=C(C1)F)C(C)OC=1C=C2C(=NNC2=CC1)C1=NC2=C(N1)CN(C2)C(=O)OC2CN(CC2)C